C(CCCCCCC\C=C/C\C=C/C\C=C/CC)(=O)OCC(COC(CCCCCCC\C=C/C\C=C/CCCCC)=O)COC(NC1CN(C1)C1CCOCC1)=O 3-(((9Z,12Z)-octadeca-9,12-dienoyl)oxy)-2-((((1-(tetrahydro-2H-pyran-4-yl)-azetidin-3-yl)carbamoyl)oxy)methyl)propyl (9Z,12Z,15Z)-octadeca-9,12,15-trienoate